(rac)-(2s,4s)-2-(6-(4-Cyclopropylphenyl)-3-azabicyclo[4.1.0]heptan-3-carbonyl)-7-oxa-5-azaspiro[3.4]octan-6-on C1(CC1)C1=CC=C(C=C1)C12CCN(CC2C1)C(=O)C1CC2(C1)NC(OC2)=O